1-tert-butoxycarbonyl-3-(1,1-difluoroethyl)pyrrolidine-3-carboxylic acid C(C)(C)(C)OC(=O)N1CC(CC1)(C(=O)O)C(C)(F)F